1-(2-((4-fluorophenyl)amino)-5-methylpyrimidin-4-yl)-N-(2-hydroxy-1-phenylethyl)-4-methyl-1H-pyrrole-3-carboxamide FC1=CC=C(C=C1)NC1=NC=C(C(=N1)N1C=C(C(=C1)C)C(=O)NC(CO)C1=CC=CC=C1)C